NCCCCCN(C(CCC(=O)NCCCCCN(C(CCC(=O)N)=O)O)=O)O N-[5-({4-[(5-aminopentyl)(hydroxy)amino]-4-oxobutanoyl}amino)pentyl]-N-hydroxysuccinamide